N-[4-[(6,7-dimethoxy-1,5-naphthyridin-4-yl)oxy]-3-fluorophenyl]-1,2,6-trimethyl-4-oxopyridine-3-carboxamide COC=1N=C2C(=CC=NC2=CC1OC)OC1=C(C=C(C=C1)NC(=O)C1=C(N(C(=CC1=O)C)C)C)F